FC1=C(C(=CC=C1)F)C1CC(=NO1)C=1N=C(SC1)C1CCN(CC1)C(CN1C=NC2=C1C=C(C(=C2)C)C)=O 1-(4-(4-(5-(2,6-difluorophenyl)-4,5-dihydroisoxazol-3-yl)thiazol-2-yl)piperidin-1-yl)-2-(5,6-dimethyl-1H-benzimidazol-1-yl)ethan-1-one